4-(3-((5-chloro-2-((3-methyl-1-(3-morpholinopropyl)-1H-pyrazol-4-yl)amino)pyrimidin-4-yl)amino)propyl)-1,4-oxazepan-5-one ClC=1C(=NC(=NC1)NC=1C(=NN(C1)CCCN1CCOCC1)C)NCCCN1CCOCCC1=O